COC1=NC(=NN2C1=C(C=C2)C2=CC=1N(C=C2)N=CC1)N[C@H](C)C1=NC=CC=C1 (R)-4-methoxy-5-(pyrazolo[1,5-a]pyridin-5-yl)-N-(1-(pyridin-2-yl)ethyl)pyrrolo[2,1-f][1,2,4]triazin-2-amine